NC1=C(C=C2N=CC(=NC2=C1C1=C(C(=CC=C1)O)C)C(F)(F)F)C(=O)N (M)-7-Amino-8-(3-hydroxy-2-methylphenyl)-2-(trifluoromethyl)-quinoxaline-6-carboxamide